gluconic acid-lysine salt N[C@@H](CCCCN)C(=O)O.O=C([C@H](O)[C@@H](O)[C@H](O)[C@H](O)CO)O